C(C)O[Si](OCCCC)(OCCCC)OCC diethoxydibutoxysilane